methyltricaprylyl-ammonium hydrogen sulphate S(=O)(=O)(O)[O-].C[N+](C(CCCCCCC)=O)(C(CCCCCCC)=O)C(CCCCCCC)=O